rel-3-(5-(difluoromethyl)-1,3,4-thiadiazol-2-yl)-8-((1R,9aS)-1-(hydroxymethyl)hexahydropyrazino[2,1-c][1,4]oxazin-8(1H)-yl)-N-(1-methylcyclopropyl)imidazo[1,2-a]pyridine-6-sulfonamide FC(C1=NN=C(S1)C1=CN=C2N1C=C(C=C2N2C[C@H]1[C@@H](OCCN1CC2)CO)S(=O)(=O)NC2(CC2)C)F |o1:18,19|